FC=1C(=NC(=NC1)OCC1=CC=C(C=C1)C)N 5-fluoro-2-[(4-methylphenyl)methoxy]-4-pyrimidineamine